The molecule is a dipeptide consisting of L-proline substituted on nitrogen by a 2,4-dinitrophenyl group and connected to L-glutamine via a peptide bond. It contains a 2,4-dinitrophenyl group. C1C[C@H](N(C1)C2=C(C=C(C=C2)[N+](=O)[O-])[N+](=O)[O-])C(=O)N[C@@H](CCC(=O)N)C(=O)O